Rac-Dimethylsilylbis(2-methyl-4-phenyl-indenyl)zirconium dichloride [Cl-].[Cl-].C[SiH](C)[Zr+2](C1C(=CC2=C(C=CC=C12)C1=CC=CC=C1)C)C1C(=CC2=C(C=CC=C12)C1=CC=CC=C1)C